2-((2S,3S)-3-aminotetrahydro-2H-pyran-2-yl)-N-benzyl-5-chlorothieno[3,2-b]pyridin-7-amine N[C@@H]1[C@H](OCCC1)C1=CC2=NC(=CC(=C2S1)NCC1=CC=CC=C1)Cl